[Sb]=O.[Ni].[Ti] Titanium nickel antimony oxide